1,3-bis(3-aminophenoxy)hexafluoropropane NC=1C=C(OC(C(C(OC2=CC(=CC=C2)N)(F)F)(F)F)(F)F)C=CC1